CC1=NN2C(N(CCC2)C(CCC(=O)NC2=CC(=NO2)C2=CC(=CC=C2)C)=O)=C1 4-{2-methyl-5H,6H,7H-pyrazolo[1,5-a]pyrimidin-4-yl}-N-[3-(3-methylphenyl)-1,2-oxazol-5-yl]-4-oxobutanamide